COC(CC1=CC(=NC=C1)OC)=O 2-(2-methoxypyridin-4-yl)Acetic Acid Methyl Ester